OC[C@H]1N(CCC1)C=1N=C(C2=C(N1)CN(CC2)CCC(=O)N)NC=2N=CN(C2)C2=CC(=C(C(=C2)OC)OC)OC (S)-3-(2-(2-(hydroxymethyl)pyrrolidin-1-yl)-4-((1-(3,4,5-trimethoxyphenyl)-1H-imidazol-4-yl)amino)-5,6-dihydropyrido[3,4-d]pyrimidin-7(8H)-yl)propionamide